NC=1C(=CC(=C(C#N)C1)C1=CCCC1)F 5-Amino-2-(cyclopent-1-en-1-yl)-4-fluorobenzonitrile